dodecyl(sulfophenoxy)benzenesulfonate C(CCCCCCCCCCC)C=1C(=C(C=CC1)S(=O)(=O)[O-])OC1=C(C=CC=C1)S(=O)(=O)O